3-((2R,4S)-2-(2,5-difluorophenyl)-4-fluoropyrrolidin-1-yl)-5-(1-((S)-pyrrolidin-3-yl)-1H-pyrazol-4-yl)-1H-pyrazolo[3,4-b]pyridine FC1=C(C=C(C=C1)F)[C@@H]1N(C[C@H](C1)F)C1=NNC2=NC=C(C=C21)C=2C=NN(C2)[C@@H]2CNCC2